2-(2-(5-(4-methoxybenzyl)-4-oxo-3-(trifluoromethyl)-4,5-dihydro-1H-pyrazolo[3,4-d]pyridazin-1-yl)ethoxy)acetic acid COC1=CC=C(CN2N=CC3=C(C2=O)C(=NN3CCOCC(=O)O)C(F)(F)F)C=C1